C(=C)C1C(OC(CC1)C=C)=O 3-vinyl-6-vinyltetrahydro-2h-pyran-2-one